(3R,4R)-4-((5-fluoro-7-phenylpyrrolo[2,1-f][1,2,4]triazin-2-yl)amino)-1-(methylsulfonyl)piperidin-3-ol FC=1C=C(N2N=C(N=CC21)N[C@H]2[C@@H](CN(CC2)S(=O)(=O)C)O)C2=CC=CC=C2